C[C@H]1N(CCOC1)C1=CC(=C2C(=N1)C(=NS2)C2=CC=NN2C2OCCCC2)C2(CCCC2)C#N 1-{5-[(3R)-3-methylmorpholin-4-yl]-3-[1-(oxan-2-yl)-1H-pyrazol-5-yl]-[1,2]thiazolo[4,5-b]pyridin-7-yl}cyclopentane-1-carbonitrile